(R/S)-1-(2-Hydroxy-3-methyl-butyl)-6-[3-(trifluoromethyl)phenyl]-3H-imidazo[4,5-b]pyridin-2-on O[C@@H](CN1C(NC2=NC=C(C=C21)C2=CC(=CC=C2)C(F)(F)F)=O)C(C)C |r|